5,7-difluoroisochroman-4-one oxime FC1=C2C(COCC2=CC(=C1)F)=NO